ClC=1C=C(CC=2C=CC(=NC2)NC(=O)C2=NN(C=C2)C)C=CC1 N-(5-(3-chlorobenzyl)pyridin-2-yl)-1-methyl-1H-pyrazole-3-carboxamide